[C@H]12CNC[C@H]([C@H](C1)N)O2 (1R,5R,6S)-8-oxa-3-azabicyclo[3.2.1]octan-6-amine